N-(6-((1H-pyrazol-1-yl)methyl)-4-methoxyisoxazolo[4,5-c]pyridin-3-yl)-6-methoxy-2,2-dimethylbenzopyran-8-sulfonamide N1(N=CC=C1)CC1=CC2=C(C(=N1)OC)C(=NO2)NS(=O)(=O)C2=CC(=CC=1C=CC(OC12)(C)C)OC